C(C)(C)(C)OC(=O)N1CCC(CC1)=C.Cl.FC(CC1CCNCC1)(F)F 4-(2,2,2-trifluoroethyl)piperidine hydrochloride tert-Butyl-4-methylidenepiperidine-1-carboxylate